5-(5-((R)-1-(3,5-dichloropyridin-4-yl)ethoxy)-1H-indazol-3-yl)-2-(6-hydroxy-3-azabicyclo[3.1.0]hexan-3-yl)nicotinonitrile ClC=1C=NC=C(C1[C@@H](C)OC=1C=C2C(=NNC2=CC1)C=1C=NC(=C(C#N)C1)N1CC2C(C2C1)O)Cl